C(CCC\C=C\CCCC)(=O)O (E)-5-decenoic acid